N-(2,2-dimethyl-6-(4-((2-methyl-1H-imidazol-4-yl)methyl)piperazin-1-yl)-2,3-dihydrobenzo-furan-5-yl)pyrazolo[1,5-a]pyrimidine-3-carboxamide CC1(OC2=C(C1)C=C(C(=C2)N2CCN(CC2)CC=2N=C(NC2)C)NC(=O)C=2C=NN1C2N=CC=C1)C